1-(5-bromopyrimidin-2-yl)ethanamine BrC=1C=NC(=NC1)C(C)N